C1(CC1)C=1N=CN(C1)C=1SC(=C(N1)C(=O)O)C 2-(4-cyclopropyl-1H-imidazol-1-yl)-5-methylthiazole-4-carboxylic acid